4-(methyldioxy-lambda6-thio)pyrimidine COO[SH4]C1=NC=NC=C1